6-[[3-(difluoromethyl)-1H-pyrazol-5-yl]methyl]-2-azaspiro[3.3]heptane FC(C1=NNC(=C1)CC1CC2(CNC2)C1)F